4-[(R)-1-(2,2-dimethylpropionyloxymethyl)-4-methyl-2,5-dioxoimidazolidin-4-yl]benzoic acid CC(C(=O)OCN1C(N[C@](C1=O)(C)C1=CC=C(C(=O)O)C=C1)=O)(C)C